bis(monooleoyl-glycerol) phosphate P(=O)(O)(O)O.C(CCCCCCC\C=C/CCCCCCCC)(=O)C(CO)(O)CO.C(CCCCCCC\C=C/CCCCCCCC)(=O)C(CO)(O)CO